C(C=C)(=O)N1C[C@H]([C@@H](C1)OCC1=CC=C(C=C1)C(F)(F)F)N1N=CC(=C1)C(=O)NC 1-(trans-1-acryloyl-4-(4-(trifluoromethyl)benzyloxy)pyrrolidin-3-yl)-N-methyl-1H-pyrazole-4-carboxamide